2-(4-methoxyphenyl)-3-(5-methylthiazol-4-yl)-6-phenethyl-oxy-1H-inden-1-one COC1=CC=C(C=C1)C=1C(C2=CC(=CC=C2C1C=1N=CSC1C)OCCC1=CC=CC=C1)=O